BrC1=CC=C2C=CNC2=C1 6-Bromoindol